(3R)-3-[(2-{2-[methylsulfinyl]phenyl}[1,2,4]triazolo[1,5-c]quinazolin-5-yl)amino]azepan-2-one CS(=O)C1=C(C=CC=C1)C1=NN2C(=NC=3C=CC=CC3C2=N1)N[C@H]1C(NCCCC1)=O